ClC1=C(C=NNC(N)=N)C=CC(=C1)C 2-(2-chloro-4-methylbenzylidene)hydrazine-carboximidamide